2-((benzyloxy)methyl)tetrahydrofuran-3-yl methanesulfonate CS(=O)(=O)OC1C(OCC1)COCC1=CC=CC=C1